FC1=CC=C(C=C1)N(C(=O)N1CCS(CC1)(=O)=O)CC1=NC=C(C=C1)C(=O)NN N-(4-fluorophenyl)-N-((5-(hydrazinecarbonyl)pyridin-2-yl)methyl)thiomorpholine-4-carboxamide 1,1-dioxide